CN1CCC2=C3CC(CC3=C(N=C12)C)CNCCC1CN(C(O1)=O)C=1C=CC=2OCC(NC2N1)=O 6-[5-[2-[(5,8-dimethyl-5,7-diazatricyclo[7.3.0.02,6]dodeca-1,6,8-trien-11-yl)methylamino]ethyl]-2-oxo-1,3-oxazolidin-3-yl]-4H-pyrido[3,2-b][1,4]oxazin-3-one